3-amino-6-chloro-N-[[6-(dimethylamino)pyridin-2-yl]methyl]-5-(4-fluorophenyl)pyrazine-2-carboxamide NC=1C(=NC(=C(N1)C1=CC=C(C=C1)F)Cl)C(=O)NCC1=NC(=CC=C1)N(C)C